NN1C(N(N=CC1=O)C1=CC(=C(C(=C1)Cl)OC1=C2C=3C4(C(NC3C=C1)=O)C(CC2)C4)Cl)=O amino-2-(3,5-dichloro-4-((2-oxo-1,2,3,7,8,8a-hexahydrocyclopropa[1,6]benzo[1,2,3-cd]indol-6-yl)oxy)phenyl)-1,2,4-triazine-3,5(2H,4H)-dione